ClC=1C(=NC=CC1C=1C(=C(C=CC1)NC(=O)C1=CC=C(C=N1)CN(C(OC(C)(C)C)=O)C[C@H]1NC(CC1)=O)C)C1=CC(=C(C=C1)CNCCO)OC tert-Butyl (S)-((6-((3-(3-chloro-2-(4-(((2-hydroxyethyl)amino)methyl)-3-methoxyphenyl)pyridin-4-yl)-2-methylphenyl)carbamoyl)pyridin-3-yl)methyl)((5-oxopyrrolidin-2-yl)methyl)carbamate